COCCN1N=C(C(=C1)C1=NC(=CC=C1C(C)O)N1C=NC2=C1C=CC(=C2)NC=2N=NC(=CC2)C)C 1-[2-[1-(2-Methoxyethyl)-3-methyl-pyrazol-4-yl]-6-[5-[(6-methylpyridazin-3-yl)amino]benzimidazol-1-yl]-3-pyridyl]ethanol